ClC1=C(C=CC=C1)CC(=O)NC1=CC(=C2C=NN(C2=C1)CCOC(C)C)S(N)(=O)=O 2-(2-chlorophenyl)-N-(1-(2-isopropoxyethyl)-4-sulfamoyl-1H-indazol-6-yl)acetamide